8-fluoroquinoline-6-carboxylic acid FC=1C=C(C=C2C=CC=NC12)C(=O)O